2-{3-[(3S)-3-ethylpiperazin-1-yl]-1,2,4-triazin-6-yl}-5-(2H-1,2,3-triazol-2-yl)phenol C(C)[C@H]1CN(CCN1)C=1N=NC(=CN1)C1=C(C=C(C=C1)N1N=CC=N1)O